NC1(OC2=CC=CC=C2)CC=C(C=C1)N 1,4-bisaminophenoxybenzene